NCC1(CCN(CC1)C1=CN=C2C(=N1)NN=C2C2=C(C(=CC=C2)Cl)Cl)O 4-(aminomethyl)-1-(3-(2,3-dichloro-phenyl)-1H-pyrazolo[3,4-b]-pyrazin-6-yl)-piperidin-4-ol